COC1=CC=C(C=C1)C1=NC2=CC=CC=C2C(=C1)NCCCNCCC1=NC=CC=C1 N1-(2-(4-methoxyphenyl)quinolin-4-yl)-N3-(2-(pyridin-2-yl)ethyl)propane-1,3-diamine